Triacontyl-dimethyl-tetraethyleneglycol ammonium sulfite S(=O)([O-])[O-].[NH4+].C(CCCCCCCCCCCCCCCCCCCCCCCCCCCCC)C(C(C)(C)O)OCCOCCOCCO.[NH4+]